5-amino-1,3-dihydropyrrole NC1=CCCN1